ClC1=C(C(=O)NC2=C3C=NN(C3=CC=C2)C2=CC(=NC=C2)OC)C=C(C=C1)CNC(=O)C1CCCC1 2-chloro-5-{[(cyclopentylcarbonyl)amino]methyl}-N-[1-(2-methoxypyridin-4-yl)-1H-indazol-4-yl]benzamide